dipropylene glycol isohexyl ether C(CCC(C)C)OC(C)COC(C)CO